CCCCCCCCCCCCCCC(C(=O)[O-])O The molecule is a hydroxy fatty acid anion that is the conjugate base of 2-hydroxypalmitic acid, obtained by deprotonation of the carboxy group; major species at pH 7.3. It has a role as a human metabolite. It is a 2-hydroxy fatty acid anion 16:0 and a long-chain fatty acid anion. It derives from a hexadecanoate. It is a conjugate base of a 2-hydroxyhexadecanoic acid.